COC(C(=O)N1C(CCC(C1)C)C=1C=C2C(=CC1)NC(C21CCN(CC1)C)=O)=O 2-(5-Methyl-2-(1'-methyl-2-oxospiro[indol-3,4'-piperidin]-5-yl)piperidin-1-yl)-2-oxoacetic acid methyl ester